methyl 1-[1-(4-bromophenyl)-2,2,2-trifluoroethyl]-3-[({4'-cyano-[1,1'-biphenyl]-4-yl}oxy)methyl]pyrrolidine-3-carboxylate BrC1=CC=C(C=C1)C(C(F)(F)F)N1CC(CC1)(C(=O)OC)COC1=CC=C(C=C1)C1=CC=C(C=C1)C#N